CC1CCC(=NC1)C=1C=C2C3(C(NC2=CC1)=O)CC3 5'-(5-methyl-3,4,5,6-tetrahydropyridin-2-yl)spiro[cyclopropane-1,3'-indolin]-2'-one